1,2-dipalmitoyl-sn-glycero-3-phosphate monosodium salt [Na+].C(CCCCCCCCCCCCCCC)(=O)OC[C@@H](OC(CCCCCCCCCCCCCCC)=O)COP(=O)([O-])O